COC1=CC=C(COC=2C(=C(N)C(=CC2)C)C)C=C1 3-((4-methoxybenzyl)oxy)-2,6-dimethylaniline